N-(1-(tert-butyl)-5-(cis-3-((4-isopropylpyridazin-3-yl)oxy)cyclopentyl)-1H-pyrazol-3-yl)-2-(3-methylisoxazol-5-yl)acetamide C(C)(C)(C)N1N=C(C=C1[C@@H]1C[C@@H](CC1)OC=1N=NC=CC1C(C)C)NC(CC1=CC(=NO1)C)=O